N-[(1S)-5-[2-(2-aminopyridin-3-yl)-5-(3-fluoropyrazol-1-yl)imidazo[4,5-b]pyridin-3-yl]-2,3-dihydro-1H-inden-1-yl]-2-fluoro-5-formyl-4-hydroxybenzamide NC1=NC=CC=C1C1=NC=2C(=NC(=CC2)N2N=C(C=C2)F)N1C=1C=C2CC[C@@H](C2=CC1)NC(C1=C(C=C(C(=C1)C=O)O)F)=O